N-(4-Bromo-2-((3R,5R)-3-fluoro-5-((5-(trifluoromethyl)pyrimidin-2-yl)amino)piperidin-1-yl)-1,6-dimethyl-1H-benzo[d]imidazol-5-yl)acrylamide BrC1=C(C(=CC=2N(C(=NC21)N2C[C@@H](C[C@H](C2)NC2=NC=C(C=N2)C(F)(F)F)F)C)C)NC(C=C)=O